C1(=CC=CC=C1)C1=NC=2C=C3C(=CC2N=C1C1=CC=C(CN2CCC(CC2)N2C(NC4=C2C=CC=C4)=O)C=C1)C=CC=C3 1-{1-[4-(3-phenylbenzo[g]quinoxalin-2-yl)benzyl]piperidin-4-yl}-1,3-dihydro-2H-benzimidazol-2-one